tert-butyl (5-(2-(2-(3-chloro-4-(trifluoromethyl)phenyl)-5-methylpiperidin-1-yl)-2-oxoacetamido)-3-methylpyridin-2-yl)carbamate ClC=1C=C(C=CC1C(F)(F)F)C1N(CC(CC1)C)C(C(=O)NC=1C=C(C(=NC1)NC(OC(C)(C)C)=O)C)=O